N(C)CC(=O)O.N1CCCCC1 piperidine-sarcosine salt